NC1CCC(CC1)C(C)(C)NC[C@H](O)C1=CC(=CC=C1)F (R)-2-((2-((1r,4R)-4-Aminocyclohexyl)propan-2-yl)amino)-1-(3-fluorophenyl)-ethan-1-ol